4-[3-(4,5-dichloro-6-methoxy-1-methyl-1H-indole-2-amido)oxetan-3-yl]-3-fluorobenzoic acid ClC1=C2C=C(N(C2=CC(=C1Cl)OC)C)C(=O)NC1(COC1)C1=C(C=C(C(=O)O)C=C1)F